2,3-bis(trifluoromethoxy)benzidine FC(OC1=C(C=CC(=C1OC(F)(F)F)N)C1=CC=C(N)C=C1)(F)F